N(=[N+]=[N-])C[C@@H](CO[Si](C)(C)C(C)(C)C)NC1=C(C=C(C=C1[N+](=O)[O-])S(=O)(=O)N)Br (S)-4-((1-azido-3-((tert-butyldimethylsilyl)oxyl)propan-2-yl)amino)-3-bromo-5-nitrobenzenesulfonamide